3-(3,3-difluorocyclobutyl)-1-(3-(1,3-dimethyl-1H-pyrazol-4-yl)isoquinolin-8-yl)-N-methyl-5,6-dihydroimidazo[1,5-a]pyrazine-7(8H)-carboxamide FC1(CC(C1)C1=NC(=C2N1CCN(C2)C(=O)NC)C=2C=CC=C1C=C(N=CC21)C=2C(=NN(C2)C)C)F